O=C1N(CCC(N1COCC[Si](C)(C)C)=O)C1=C2C=NN(C2=CC=C1)[C@H]1[C@H](CN(CC1)C(=O)OC(C)(C)C)F tert-Butyl (3S,4R)-4-(4-(2,4-dioxo-3-((2-(trimethylsilyl)ethoxy)methyl)tetrahydropyrimidin-1(2H)-yl)-1H-indazol-1-yl)-3-fluoropiperidine-1-carboxylate